D-ribofuranosyl-(3-nitropyrrole) C1([C@H](O)[C@H](O)[C@H](O1)CO)C=1NC=CC1[N+](=O)[O-]